(4aR,8aS)-6-[6-[[5-[1-(trifluoromethyl)cyclopropyl]imidazol-1-yl]methyl]-2-azaspiro[3.3]heptane-2-carbonyl]-4,4a,5,7,8,8a-hexahydropyrido[4,3-b][1,4]oxazin-3-one FC(C1(CC1)C1=CN=CN1CC1CC2(CN(C2)C(=O)N2C[C@@H]3[C@@H](OCC(N3)=O)CC2)C1)(F)F